2-methyl-N-{3-[(phenylcarbamoyl)amino]phenyl}propanamide CC(C(=O)NC1=CC(=CC=C1)NC(NC1=CC=CC=C1)=O)C